Cl.FC=1C=C2C3C=CC(C2=CC1F)N3C(C)C 4,5-difluoro-11-(prop-2-yl)-11-azatricyclo[6.2.1.02,7]Undec-2,4,6,9-tetraene hydrochloride